C1(CC1)C(=O)C=1N=C2N(N1)[C@@H](C[C@@H]2F)C2=CC=CC=C2 cyclopropyl-[(5S,7S)-7-fluoro-5-phenyl-6,7-dihydro-5H-pyrrolo[1,2-b][1,2,4]triazol-2-yl]methanone